4,7-dibromo-2-(2-ethylhexyl)-2H-benzo[d][1,2,3]triazole-5,6-diamine BrC1=C(C(=C(C2=NN(N=C21)CC(CCCC)CC)Br)N)N